3-bromo-4-(tetrahydro-2H-pyran-2-yl)-4H-1,2,4-triazole BrC1=NN=CN1C1OCCCC1